(1-oxo-5-(5-(trifluoromethyl)-1H-pyrazol-3-yl)isoindolin-2-yl)piperidine-2,6-dione O=C1N(CC2=CC(=CC=C12)C1=NNC(=C1)C(F)(F)F)N1C(CCCC1=O)=O